IC=1C=C2C(=CC=NC2=CC1)OC=1C=C(C=C(C1)OC)CC(=O)N (3-((6-iodoquinolin-4-yl)oxy)-5-methoxyphenyl)acetamide